N(C1=CC=C(C=C1)C)C=1C=C2C=CC(=CC2=CC1)S(=O)(=O)O 6-(p-toluidinyl)naphthalene-2-sulfonic acid